6-(4-chlorophenyl)-3-hydroxy-3-methyl-1,2-dioxane-4-carboxylate ClC1=CC=C(C=C1)C1CC(C(OO1)(C)O)C(=O)[O-]